CC(CC(=O)O)COC[C@H]1N(CCC1)C=1C=NNC(C1C(F)(F)F)=O 3-methyl-4-[[(2S)-1-[6-oxo-5-(trifluoromethyl)-1,6-dihydropyridazin-4-yl]pyrrolidin-2-yl]methoxy]butanoic acid